2-(2-((S)-1-(2,3-Difluorobenzyl)-5-oxopyrrolidin-2-yl)acetamido)-N-(3-fluoro-5-methoxyphenyl)-3-methylbutanamide FC1=C(CN2[C@@H](CCC2=O)CC(=O)NC(C(=O)NC2=CC(=CC(=C2)OC)F)C(C)C)C=CC=C1F